(R)-(2-(benzofuran-3-yl)-1-(3-((3-methoxybenzyl)amino)-3-oxopropionamido)ethyl)Boric acid O1C=C(C2=C1C=CC=C2)C[C@H](NC(CC(=O)NCC2=CC(=CC=C2)OC)=O)OB(O)O